carboxyvinyl-R-alanine C(=O)(O)C=CN[C@H](C)C(=O)O